C(CCC)[Si](OCCOCC)(OCCOCC)CCC butylpropyl-bis-(2-ethoxyethoxy)silane